C(CC)C1(C=C(C(=O)OC)C(=O)OC)CC=CC=C1 dimethyl (1-n-propylbenzylidene)malonate